9,9-dimethyl-N-(naphthalen-2-yl)-9H-fluoren-2-amine CC1(C2=CC=CC=C2C3=C1C=C(C=C3)NC4=CC5=CC=CC=C5C=C4)C